5-ethynyl-6-fluoro-4-[8-fluoro-2-{[(2R,7aS)-2-fluorotetrahydro-1H-pyrrolizin-7a(5H)-yl]methoxy}-5-methoxy-4-(piperidin-1-yl)pyrido[4,3-d]pyrimidin-7-yl]naphthalen-2-ol C(#C)C1=C2C(=CC(=CC2=CC=C1F)O)C1=C(C=2N=C(N=C(C2C(=N1)OC)N1CCCCC1)OC[C@]12CCCN2C[C@@H](C1)F)F